methyl-cyclohexyl-silane C[SiH2]C1CCCCC1